C(C(C)C)C(O)CC(C)C diisobutylcarbinol